C1(CC1)C(=O)NC1=CC(=C(N=N1)C(=O)NC([2H])([2H])[2H])NC1=C(C=C(C=C1)C=1C=NN(C1)C(C)C)OCC(F)(F)F 6-(cyclopropanecarboxamido)-N-(methyl-d3)-4-((2-(2,2,2-trifluoroethoxy)-4-(1-isopropyl-1H-Pyrazol-4-yl)phenyl)amino)pyridazine-3-carboxamide